NC=1C2=C(N=CN1)C(=CS2)C(=O)NC2=C1C=CN=C(C1=CC=C2C)CC2=C(C=C(C=C2)Cl)F 4-Amino-N-(1-(4-chloro-2-fluorobenzyl)-6-methylisoquinolin-5-yl)thieno[3,2-d]pyrimidine-7-Formamide